N-(Isoxazol-3-yl)-3-((4-oxo-7-(5-(trifluoromethyl)-1H-pyrazol-4-yl)quinazolin-3(4H)-yl)methyl)benzamide O1N=C(C=C1)NC(C1=CC(=CC=C1)CN1C=NC2=CC(=CC=C2C1=O)C=1C=NNC1C(F)(F)F)=O